n-nonyl-triethylene glycol C(CCCCCCCC)C(COCCOCCO)O